C(C)(C)(C)OC(CC(CC(CCl)O)=O)=O 6-chloro-5-hydroxy-3-oxohexanoic acid tert-butyl ester